bis(2-hydroxy-naphth-1-yl)methane OC1=C(C2=CC=CC=C2C=C1)CC1=C(C=CC2=CC=CC=C12)O